1,6-Hexandiylbis[oxy(2-hydroxy-3,1-propandiyl)] bisacrylat C(C=C)(=O)OCC(COCCCCCCOCC(COC(C=C)=O)O)O